(3-nitrophenyl)(phenyl)methanone [N+](=O)([O-])C=1C=C(C=CC1)C(=O)C1=CC=CC=C1